2-((4-((S)-3-(4-chloro-2-methoxyphenyl)-2,3-dihydrobenzo[b][1,4]dioxin-5-yl)piperidin-1-yl)methyl)-1-(((S)-oxetan-2-yl)methyl)-1H-benzo[d]imidazole-6-carboxylic acid ClC1=CC(=C(C=C1)[C@@H]1OC2=C(OC1)C=CC=C2C2CCN(CC2)CC2=NC1=C(N2C[C@H]2OCC2)C=C(C=C1)C(=O)O)OC